tert-butyl {(2S)-1-[4-(benzyloxy)-6-ethenyl-2-fluoro-3-(2,2,2-trifluoroacetamido)phenyl]-3-hydroxypropan-2-yl}carbamate C(C1=CC=CC=C1)OC1=C(C(=C(C(=C1)C=C)C[C@@H](CO)NC(OC(C)(C)C)=O)F)NC(C(F)(F)F)=O